C(C)C(C(=O)O)C(=O)O.C(C)C(C(=O)O)C(=O)O.C(CCCCCO)O 1,6-hexanediol bis(ethylmalonate)